CC1=NC=CC=C1C1=CC=C(C=C1)N1C(C(CCC1)NC(=O)NC1=CC=C(C=C1)C(F)(F)F)=O (1-(4-(2-methylpyridin-3-yl)phenyl)-2-oxopiperidin-3-yl)-3-(4-(trifluoromethyl)phenyl)urea